[2-(hydroxymethyl)-2-(3-sulfonylpropionyloxymethyl)-3-[3-(3-sulfonylpropionylsulfonyl) propionyloxy] propyl] 3-sulfonylpropionate S(=O)(=O)=CCC(=O)OCC(COC(CCS(=O)(=O)C(CC=S(=O)=O)=O)=O)(COC(CC=S(=O)=O)=O)CO